FC([C@@H]1C[C@@H]([C@@H](N1C(=O)OC)CO[C@@H]1C[C@@H]2C[C@@]2(CC1)C1=NC=C(C=N1)F)NS(=O)(=O)CF)F methyl (2R,3S,5S)-5-(difluoromethyl)-3-((fluoromethyl)sulfonamido)-2-((((1S,3S,6R)-6-(5-fluoropyrimidin-2-yl)bicyclo[4.1.0]heptan-3-yl)oxy)methyl)pyrrolidine-1-carboxylate